5-(tert-butyl)-3-(3-nitrophenyl)pyrazolo[1,5-a]pyrimidin-7(4H)-one C(C)(C)(C)C=1NC=2N(C(C1)=O)N=CC2C2=CC(=CC=C2)[N+](=O)[O-]